carvon CC1=CCC(CC1=O)C(=C)C